FC1=C(C=CC(=C1)F)C(/C=C(/C=O)\C)(CC=C(C)C)C (E)-4-(2,4-difluorophenyl)-2,4,7-trimethyloct-2,6-dienal